2-[1-[2-(5-ethoxy-1-tetrahydropyran-2-yl-indazol-3-yl)pyrimidin-4-yl]pyrazol-4-yl]ethanol C(C)OC=1C=C2C(=NN(C2=CC1)C1OCCCC1)C1=NC=CC(=N1)N1N=CC(=C1)CCO